4-(4-cyanophenyl)-6-(dimethylamino)isoindoline-2-carbonitrile C(#N)C1=CC=C(C=C1)C1=C2CN(CC2=CC(=C1)N(C)C)C#N